Cl.CC1=C(C(=CC=C1)C)NN 2,6-Dimethylphenylhydrazine hydrochloride